NC=1N=NC(=CC1N1C[C@@H](CCC1)C1=CC=C(C=O)C=C1)Cl |o1:9| (S*)-4-(1-(3-Amino-6-chloropyridazin-4-yl)piperidin-3-yl)benzaldehyde